C(C)N1C(NC2=CC(=CC=C2C1)CN1CCN(CC1)C=1C=CC(=NC1F)C(=O)NCC)=O 5-(4-((3-ethyl-2-oxo-1,2,3,4-tetrahydroquinazolin-7-yl)methyl)piperazin-1-yl)-6-fluoro-N-ethylpyridinamide